CO[C@H]1C[C@H](C1)NC1=NN2C(C=N1)=C(C=C2)C2=CC=C1C(=N2)N(C(=N1)C)CCOC N-(cis-3-methoxycyclobutyl)-5-(3-(2-methoxyethyl)-2-methyl-3H-imidazo[4,5-b]pyridin-5-yl)pyrrolo[2,1-f][1,2,4]triazin-2-amine